2,2'-dichloro-4,4'-diamino-5,5'-dimethoxybiphenyl ClC1=C(C=C(C(=C1)N)OC)C1=C(C=C(C(=C1)OC)N)Cl